tetraglycidyl-methyl-diphenylamine C(C1CO1)C=1C(=C(C(=C(C1)N(C1=CC=CC=C1)C)CC1CO1)CC1CO1)CC1CO1